1,1,1,5,5,5-hexachloro-1,3,5-trisilapentane Cl[Si](C[SiH2]C[Si](Cl)(Cl)Cl)(Cl)Cl